N1=C(C=CC=C1)C=1N=CNC1 4-(pyridin-2-yl)-1H-imidazole